4-(4-cyano-2-methoxyphenyl)-5-(cyclopropylmethoxy)-2,8-dimethyl-1,4-dihydro-1,6-naphthyridine-3-carboxamide C(#N)C1=CC(=C(C=C1)C1C(=C(NC2=C(C=NC(=C12)OCC1CC1)C)C)C(=O)N)OC